C(C)(C)(C)OC(N[C@@H]1CN[C@@H](C1)C(C)(C)O)=O (3S,5S)-5-(2-hydroxy-propan-2-yl)pyrrolidin-3-ylcarbamic acid tert-butyl ester